BrC=1C=C(OCC=2SC=C(N2)C)C=CC1F 2-[(3-bromo-4-fluoro-phenoxy)methyl]-4-methyl-thiazole